1-((4-(5-chloro-2-((1-cyclopropyl-1H-pyrazol-4-yl)amino)pyrimidin-4-yl)-2-fluorophenoxy)methyl)cyclopropane-carbonitrile ClC=1C(=NC(=NC1)NC=1C=NN(C1)C1CC1)C1=CC(=C(OCC2(CC2)C#N)C=C1)F